(S)-3-(3-(4-hydroxy-1,5-dimethyl-2-oxo-1,2-dihydropyridin-3-yl)ureido)-3-(3'-methoxybiphenyl-3-yl)propanoic acid ethyl ester C(C)OC(C[C@@H](C=1C=C(C=CC1)C1=CC(=CC=C1)OC)NC(=O)NC=1C(N(C=C(C1O)C)C)=O)=O